5-bromo-2-nitrobenzo[b]thiophene-4,7-dione BrC=1C(C2=C(SC(=C2)[N+](=O)[O-])C(C1)=O)=O